5-hydroxymethylmethyl-1-aza-3,7-dioxabicyclo[3.3.0]octane OCC12COC(N2COC1)C